COC=1C(N(C=C2C1N=C(N=C2)C)C2(CNCC2)C)=O 8-methoxy-2-methyl-6-(3-methyl-Pyrrolidin-3-yl)pyrido[4,3-d]pyrimidin-7(6H)-one